ClC=1C(=C(C=CC1)NC1=C(NC2=C1C(NCC2)=O)C2=C(C=NC=C2)C#C[C@@H]2N(CC2(C)C)C(C=C)=O)OC 3-[(3-chloro-2-methoxyphenyl)amino]-2-(3-{2-[(2S)-3,3-dimethyl-1-(prop-2-enoyl)azetidin-2-yl]ethynyl}pyridin-4-yl)-1H,5H,6H,7H-pyrrolo[3,2-c]pyridin-4-one